BrC1=C(C=C2C(=NC(=NC2=C1F)Cl)N1C[C@H]2CC[C@@H](C1)N2C(=O)OC(C)(C)C)[N+](=O)[O-] tert-butyl (1R,5S)-3-(7-bromo-2-chloro-8-fluoro-6-nitroquinazolin-4-yl)-3,8-diazabicyclo[3.2.1]octane-8-carboxylate